eicosyl-dibutylamine C(CCCCCCCCCCCCCCCCCCC)N(CCCC)CCCC